1,5-diazabicyclo[5.4.0]undec-7-ene N12CCCNCC2=CCCC1